FC=1C=C(C=CC1F)[P](C1=CC(=C(C=C1)F)F)=O Bis(3,4-difluorophenyl)phosphorus oxide